tert-butyl (5-(3-methyl-4-((5-methylthiazol-2-yl)carbamoyl)benzamido)pentyl)carbamate CC=1C=C(C(=O)NCCCCCNC(OC(C)(C)C)=O)C=CC1C(NC=1SC(=CN1)C)=O